tert-butyl ((S)-1-(((S)-1-cyclohexyl-2-((S)-2-(4-(3-hydroxybenzoyl)thiazol-2-yl)pyrrolidin-1-yl)-2-oxoethyl)amino)-1-oxopropan-2-yl)(methyl)carbamate C1(CCCCC1)[C@@H](C(=O)N1[C@@H](CCC1)C=1SC=C(N1)C(C1=CC(=CC=C1)O)=O)NC([C@H](C)N(C(OC(C)(C)C)=O)C)=O